6-(1H-pyrazol-5-yl)-N4-((tetrahydro-2H-pyran-4-yl)methyl)thieno[3,2-d]Pyrimidine-2,4-diamine N1N=CC=C1C1=CC=2N=C(N=C(C2S1)NCC1CCOCC1)N